4-chloro-5-methylpyrimidine ClC1=NC=NC=C1C